FC1=CN(C2=NC(=CC=C21)N(C(=O)[C@H]2NC(N(C2)C(=O)OC(C)(C)C)=O)C)COCC[Si](C)(C)C (S)-tert-butyl 4-((3-fluoro-1-((2-(trimethylsilyl)ethoxy)methyl)-1H-pyrrolo[2,3-b]pyridin-6-yl)(methyl)carbamoyl)-2-oxoimidazolidine-1-carboxylate